2-chloro-6-fluoro-4-bromoaniline ClC1=C(N)C(=CC(=C1)Br)F